ClC1=CC=C(C=C1)N1C(=C(C=C1C)C(CN1CCC(CC1)OCC(N1CCCCC1)=O)=O)C 1-(1-(4-Chlorophenyl)-2,5-dimethyl-1H-pyrrol-3-yl)-2-(4-(2-oxo-2-(piperidin-1-yl)ethoxy)piperidin-1-yl)ethanone